methyl-6-formylpyridinium formate C(=O)[O-].C[N+]1=CC=CC=C1C=O